4-bromo-7-(2-cyclopropoxyethoxy)-2-methyl-2H-indazole BrC=1C2=CN(N=C2C(=CC1)OCCOC1CC1)C